CN1N=C(C=C1C)NC1=NC=C(C(=N1)C1=CNC2=C(C=CC=C12)N1C(C2=CC=CC(=C2C1)C1=CC(=NC(=C1)C)C)=O)C 2-(3-(2-((1,5-dimethyl-1H-pyrazol-3-yl)amino)-5-methylpyrimidin-4-yl)-1H-indol-7-yl)-4-(2,6-dimethylpyridin-4-yl)isoindolin-1-one